ClC1=C(C=CC(=C1)Cl)C1=C(C=CC=C1)S(=O)(=O)O 2,4-dichlorophenylbenzenesulfonic acid